(R)-1-(6-((S)-1-amino-1,3-dihydrospiro[inden-2,4'-piperidin]-1'-yl)-3-(3,4-dihydro-1,5-naphthyridin-1(2H)-yl)-1H-pyrazolo[3,4-b]pyrazin-5-yl)ethan-1-ol N[C@@H]1C2=CC=CC=C2CC12CCN(CC2)C2=C(N=C1C(=N2)NN=C1N1CCCC2=NC=CC=C12)[C@@H](C)O